NC1=C(N=C(C(=N1)N1CCC2(CC=C([C@H]2N)C2CC2)CC1)C)SC1=C(C(=NC=C1)N)Cl (S)-8-(6-amino-5-((2-amino-3-chloropyridin-4-yl)thio)-3-methylpyrazin-2-yl)-2-cyclopropyl-8-azaspiro[4.5]dec-2-en-1-amine